tert-Butyl 4-(3-acetyl-2-hydroxyphenyl)-3,6-dihydropyridine-1(2H)-carboxylate C(C)(=O)C=1C(=C(C=CC1)C=1CCN(CC1)C(=O)OC(C)(C)C)O